methyl (R)-3-bromo-4-(3-hydroxypiperidin-1-yl)-5-nitrobenzoate BrC=1C=C(C(=O)OC)C=C(C1N1C[C@@H](CCC1)O)[N+](=O)[O-]